Br(=O)[O-].[K+] potassium bromite